1-(Azetidin-1-yl)-2-[6-[3-(fluoromethyl)phenyl]pyrazolo[4,3-b]pyridin-1-yl]ethanone N1(CCC1)C(CN1N=CC2=NC=C(C=C21)C2=CC(=CC=C2)CF)=O